CC1=C(OC=2CCC3=CN(N=C3C21)CC2COC2)C(=O)OCC ethyl 8-methyl-2-[(oxetan-3-yl) methyl]-4,5-dihydro-2H-furo[2,3-g]indazole-7-carboxylate